FC(CN1N=CC2=NC=C(C=C21)N2CC1(CN(C1)C1=CC(=NC=C1)C(F)(F)F)CC2)F 6-[1-(2,2-difluoroethyl)-1H-pyrazolo[4,3-b]pyridin-6-yl]-2-[2-(trifluoromethyl)pyridin-4-yl]-2,6-diazaspiro[3.4]octane